COC(=O)C1=CC(=NN1C)C=1C=2N(C=C(C1)C=1C=NN(C1)C)N=CC2C#N 3-(3-Cyano-6-(1-methyl-1H-pyrazol-4-yl)pyrazolo[1,5-a]pyridin-4-yl)-1-methyl-1H-pyrazole-5-carboxylic acid methyl ester